CC1=CC=C(C=C1)S(=O)(=O)[O-] 4-toluenesulphonate